C(#N)C1=CC=C(C(=O)N[C@H](C(N2CCN(CC2)C(C)C)=O)CCCNC2[C@@H](C2)C2=CC=C(C=C2)F)C=C1 4-Cyano-N-[(2S)-5-[[(2S)-2-(4-fluorophenyl)cyclopropyl]amino]-1-oxo-1-[4-(propan-2-yl)piperazin-1-yl]pentan-2-yl]benzamide